(2S)-N-[4-[[3-Cyano-1-(2-methyl-propyl)-1H-indol-5-yl]oxy]phenyl]-2-pyrrolidine-carboxamide C(#N)C1=CN(C2=CC=C(C=C12)OC1=CC=C(C=C1)NC(=O)[C@H]1NCCC1)CC(C)C